tert-butyl-2,7-diazaspiro[3.5]nonane-7-carboxylic acid C(C)(C)(C)C1NCC12CCN(CC2)C(=O)O